CN(C(C)(C)[C@H]1CN(CCC1)C=1C=CC(=NC1)NC=1C=CC(=C2CNC(C12)=O)C1=CN=C2N1C=CC(=C2)F)C (R)-7-((5-(3-(2-(dimethyl-amino)propan-2-yl)piperidin-1-yl)pyridin-2-yl)amino)-4-(7-fluoro-imidazo[1,2-a]pyridin-3-yl)isoindolin-1-one